4-(4-(2-((1-acetylpiperidin-4-yl)amino)-5-fluoropyrimidin-4-yl)pyridin-2-yl)morpholin-3-one C(C)(=O)N1CCC(CC1)NC1=NC=C(C(=N1)C1=CC(=NC=C1)N1C(COCC1)=O)F